OC1=C(C(=CC(=C1)C(F)(F)F)C)C=1C=CC=2C(N1)=NN(C2)[C@@H]2COCC[C@H]2O (3R,4R)-3-[6-[2-hydroxy-6-methyl-4-(trifluoromethyl)phenyl]pyrazolo[3,4-b]pyridin-2-yl]tetrahydropyran-4-ol